3-dichloromethyl-1-methylpyrazole ClC(C1=NN(C=C1)C)Cl